6-methoxy-3,3-dimethyl-2,3-dihydrofuro[3,2-b]pyridine-7-sulfonamide COC=1C(=C2C(=NC1)C(CO2)(C)C)S(=O)(=O)N